FC(CC[C@@H](C=O)NC(=O)[C@@H]1[C@H]2C([C@H]2CN1C([C@H](C(C)(C)C)NC(OC)=O)=O)(C)C)(C)F methyl ((S)-1-((1R,2S,5S)-2-(((S)-5,5-difluoro-1-oxohexan-2-yl)carbamoyl)-6,6-dimethyl-3-azabicyclo[3.1.0]hexan-3-yl)-3,3-dimethyl-1-oxobutan-2-yl)carbamate